oxolactic acid O=CC(C(=O)O)O